O=C1N(CCC(N1)=O)CC=1C(N(C=CC1)CC=O)=O 2-(3-((2,4-dioxotetrahydropyrimidin-1(2H)-yl)methyl)-2-oxopyridin-1(2H)-yl)acetaldehyde